FC1([C@@H](C1)C=1C=C2N(N=CC=C2N2CC3CCC(C2)N3C(=O)[C@H]3[C@@H](C3)F)C1)F (3-(6-((S)-2,2-difluorocyclopropyl)pyrrolo[1,2-b]pyridazin-4-yl)-3,8-diazabicyclo[3.2.1]octan-8-yl)((1S,2R)-2-fluorocyclopropyl)methanone